BrC=1C=C(C2=C(N(C(=N2)C)COCC[Si](C)(C)C)C1)C(=O)OC methyl 6-bromo-2-methyl-1-((2-(trimethylsilyl)ethoxy)methyl)-1H-benzo[d]imidazole-4-carboxylate